CC1(OB(OC1(C)C)C1=CC=C(C=C1)CCCCNC(OC(C)(C)C)=O)C tert-butyl (4-(4-(4,4,5,5-tetramethyl-1,3,2-dioxaborolan-2-yl)phenyl)butyl)carbamate